C(C)(=O)OC1O[C@@H]([C@@H]2OC(O[C@@H]21)(C)C)CN2N=CC=1C2=NC(=NC1NC1CCCC1)Cl (3aS,6R,6aS)-6-((6-chloro-4-(cyclopentylamino)-1H-pyrazolo[3,4-d]pyrimidin-1-yl)methyl)-2,2-dimethyltetrahydrofuro[3,4-d][1,3]dioxol-4-yl acetate